N-Lithiobis(trimethylstannyl)amine [Li]N([Sn](C)(C)C)[Sn](C)(C)C